N-(4-cyano-2-fluoro-phenyl)-5-pyrimidin-2-yl-1H-pyrrole-3-sulfonamide C(#N)C1=CC(=C(C=C1)NS(=O)(=O)C1=CNC(=C1)C1=NC=CC=N1)F